C(C)OC(=O)C1=NNN=C1C 5-Methyl-2H-1,2,3-triazole-4-carboxylic acid ethyl ester